Cl.CC=1C(=NC(=NC1)N1CCN(CC1)C)C(=O)N[C@H](C)C1=CC=CC2=CC=CC=C12 5-Methyl-2-(4-methylpiperazin-1-yl)-N-[(1R)-1-(naphthalen-1-yl)ethyl]pyrimidine-4-carboxamide Hydrochloride Salt